7,8-difluoro-3,4-dihydro-2H-benzo[b][1,4]thiazine FC=1C=CC2=C(SCCN2)C1F